C(C)(C)(C)OC(=O)N1C(CN(CC1)C(C1=CC=C(C=C1)F)C1=CC=C(C=C1)F)CO tert-butyl-4-(bis(4-fluorophenyl)methyl)-2-(hydroxymethyl)piperazine-1-carboxylate